COC=1C=C(C=CC1OC)C1=CC=NC=2N1N=C(C2)C(=O)NCC2=CC=C(C=C2)N2CCN(CC2)C 7-(3,4-dimethoxyphenyl)-N-(4-(4-methylpiperazin-1-yl)benzyl)pyrazolo[1,5-a]pyrimidine-2-carboxamide